FC=1C=C(C[C@H](N)C(=O)O)C=CC1 3-Fluoro-L-phenylalanine